(S)-4-((2-hydroxy-1-phenylethyl)amino)-2-((1-methoxy-3,3-dimethyl-1,3-dihydrobenzo[c][1,2]oxaborol-5-yl)amino)pyrimidine-5-carboxylic acid OC[C@H](C1=CC=CC=C1)NC1=NC(=NC=C1C(=O)O)NC1=CC2=C(B(OC2(C)C)OC)C=C1